C(C)(C)(C)[SiH](O[Si](C)(C)O[Si](C)(C)C)O[SiH](C)C t-butyl-(dimethylsilyloxy)[(trimethylsiloxy)dimethylsiloxy]silane